FC(C1=CC=C(C=C1)N1C=2N(C[C@@]3(CN(CC3)C(C=C)=O)C1)N=CC2)(F)F |o1:12| (R)- or (S)-1-(4-(4-(trifluoromethyl)phenyl)-4,5-dihydro-7H-spiro[pyrazolo[1,5-a]pyrimidine-6,3'-pyrrolidin]-1'-yl)prop-2-en-1-one